COC1=CC=C(C=C1)C=1N=C2N(C=CN=C2)C1NC1=CC=C(C=C1)C(=O)N1CCCCC1 [4-[[2-(4-methoxy-phenyl)imidazo[1,2-a]pyrazin-3-yl]amino]phenyl]-piperidin-1-ylmethanone